(+)-4-(4-{[2,4-Bis(difluoromethyl)phenoxy]methyl}-3-methoxyphenyl)-2H,4H,5H,6H,7H-pyrazolo[3,4-b]pyridin-6-one FC(C1=C(OCC2=C(C=C(C=C2)C2C=3C(NC(C2)=O)=NNC3)OC)C=CC(=C1)C(F)F)F